ClC=1C(=C(C=C(C1CC1=C(C(=C(C=C1)O)C(C)C)F)Cl)NCC(=O)OCC)F ethyl (3,5-dichloro-2-fluoro-4-(2-fluoro-4-hydroxy-3-isopropylbenzyl)phenyl)glycinate